3,3'-diselenodipropionic anhydride C1(CC[Se][Se]CCC(=O)O1)=O